CC1(CCC=2C1=NC1=C(C2NC(=O)N=[S@](=O)(N)C2=C(N=C(S2)C(C)(C)OC)CO)CCC1)C (R)-N'-((3,3-dimethyl-1,2,3,5,6,7-hexahydrodicyclopenta[b,e]pyridin-8-yl)carbamoyl)-4-(hydroxymethyl)-2-(2-methoxypropan-2-yl)thiazole-5-sulfonimidamide